CC1=CC=CC(=N1)C1=NC=CC(=N1)NC1=NC(=NC=C1)NC1=CC=C(C=C1)CCC(=O)OC methyl 3-[4-[[4-[[2-(6-methyl-2-pyridyl)pyrimidin-4-yl]amino]pyrimidin-2-yl]amino]phenyl]propanoate